2-chloro-N-{6-chloro-4-[({4-[1-methyl-4-(trifluoromethyl)imidazol-2-yl]phenyl}methyl)amino]pyridin-3-yl}acetamide ClCC(=O)NC=1C=NC(=CC1NCC1=CC=C(C=C1)C=1N(C=C(N1)C(F)(F)F)C)Cl